C(C)(C)C1=C(C(=CC(=C1)C(C)C)C(C)C)S(=O)(=O)N1N=NN=C1C1=NC=CC=C1 1-(2,4,6-triisopropylbenzenesulfonyl)-5-(pyridin-2-yl)tetrazole